C([C@@H](O)[C@H](O)C(=O)O)(=O)O (+)-D-tartaric acid